ClC1=C(C=CC=C1)N(C(=O)Cl)C (2-chlorophenyl)(methyl)carbamic chloride